COC(=O)C1CC1 cyclopropane-1-carboxylic acid methyl ester